C(#N)C(CN(C1=CC=CC=C1)CC)C#N N-dicyanoethyl-N-ethyl-aniline